C1OCC12CC(C2)NC(CCCCCCCC(=O)OC(CCCCCCCC)CCCCCCCC)CCCCCCCC(=O)OCC(CCCCCCC)CCCCCCC 1-(heptadecan-9-yl) 17-(2-heptylnonyl) 9-((2-oxaspiro[3.3]heptan-6-yl)amino)heptadecanedioate